NC1=C(SC2=NC(=CC=C21)C)C(=O)N[C@@H]2CC=1C(=NC(=CC1)N1CCN(CC1)C(=O)OC(C)(C)C)OC2 tert-Butyl (R)-4-(3-(3-amino-6-methylthieno[2,3-b]pyridine-2-carboxamido)-3,4-dihydro-2H-pyrano[2,3-b]pyridin-7-yl)piperazine-1-carboxylate